2-iodo-3-methyl-5-(trifluoromethoxy)aniline IC1=C(N)C=C(C=C1C)OC(F)(F)F